(3S)-N-((1S)-(6,7-difluoro-1-oxo-1,2-dihydroisoquinolin-4-yl)ethyl)-N-methyl-1,2,3,4-tetrahydroisoquinoline-3-carboxamide FC=1C=C2C(=CNC(C2=CC1F)=O)CCN(C(=O)[C@H]1NCC2=CC=CC=C2C1)C